The molecule is a glycosylglucose consisting of alpha-D-galactopyranose and alpha-D-glucopyranose residues joined in sequence by a (1->4) glycosidic bond. It derives from an alpha-D-galactose and an alpha-D-glucose. C([C@@H]1[C@@H]([C@@H]([C@H]([C@H](O1)O[C@@H]2[C@H](O[C@@H]([C@@H]([C@H]2O)O)O)CO)O)O)O)O